CN(C(C(CCCC)CC)=O)C N,N-Dimethyl-2-ethylhexan-amid